dibromodichloromethane BrC(Cl)(Cl)Br